3-{[5-(tert-butoxy)pentyl]oxy}propan-1-ol C(C)(C)(C)OCCCCCOCCCO